CC=1CC2C(C2CC1)(C)C (+)-3,7,7-trimethylbicyclo[4.1.0]hept-3-ene